CS(=O)(=O)OCCCCC=1C(=C2C=NN(C2=CC1C)C1OCCCC1)Br 4-(4-Bromo-6-methyl-1-(tetrahydro-2H-pyran-2-yl)-1H-indazol-5-yl)butyl methanesulfonate